N-(2-(2,6-dioxo-piperidin-3-yl)-1-oxoisoindolin-5-yl)benzene-sulfonamide O=C1NC(CCC1N1C(C2=CC=C(C=C2C1)NS(=O)(=O)C1=CC=CC=C1)=O)=O